(1-methyl-1H-pyrazol-5-yl)benzo[c][1,2,5]oxadiazol CN1N=CC=C1C1=CC=CC2=NON=C21